BrC1=C(C=C(C=C1)C=C(F)F)OCOCC 1-Bromo-4-(2,2-difluorovinyl)-2-(ethoxymethoxy)benzene